(1-Ethyl-2,3,4,5-tetramethylcyclopentadienyl)(2-isobutylindenyl)zirconium diiodide [I-].[I-].C(C)C1(C(=C(C(=C1C)C)C)C)[Zr+2]C1C(=CC2=CC=CC=C12)CC(C)C